[Br-].C(#N)C=1SC2=C(N1)C=CC(=C2)OC=2C=C(C(=C(OCC(=O)NCCCCCC[P+](C1=CC=CC=C1)(C1=CC=CC=C1)C1=CC=CC=C1)C2)O)OC (6-(2-(5-((2-cyanobenzo[d]thiazol-6-yl)oxy)-2-hydroxy-3-methoxyphenoxy)acetamido)hexyl)-triphenylphosphonium bromide